neodymium 2-ethylhexyl (butylphosphonate) C(CCC)P(OCC(CCCC)CC)([O-])=O.[Nd+3].C(C)C(COP([O-])(=O)CCCC)CCCC.C(C)C(COP([O-])(=O)CCCC)CCCC